(3-(6-oxa-3-azabicyclo[3.1.1]hept-3-yl)-1-(6-ethyl-2-(2-fluoroprop-2-yl)pyrimidin-4-yl)-1H-pyrazolo[4,3-c]pyridin-6-yl)acetamide C12CN(CC(O1)C2)C2=NN(C1=C2C=NC(=C1)CC(=O)N)C1=NC(=NC(=C1)CC)C(C)(C)F